5-Fluoro-3-(1-((4-(3-(4-methylpiperazin-1-yl)propoxy)phenyl)sulfonyl)piperidin-4-yl)-1H-indol FC=1C=C2C(=CNC2=CC1)C1CCN(CC1)S(=O)(=O)C1=CC=C(C=C1)OCCCN1CCN(CC1)C